4-fluoro-indan-2-carboxylic acid ethyl ester C(C)OC(=O)C1CC2=CC=CC(=C2C1)F